Cl.[C@@H]12N(C[C@H](NC1)C2)C(=O)C2=CC(=NN2C)C2=NC(=NC=C2)NC2=CC(=CC(=C2)C)C (1S,4R)-2,5-diazabicyclo[2.2.1]hept-2-yl(3-{2-[(3,5-dimethylphenyl)amino]pyrimidin-4-yl}-1-methyl-1H-pyrazol-5-yl)methanone hydrochloride